COC([C@@H](NC(=O)OCC1=CC=CC=C1)C(C1=CNC=N1)NC(CC)=O)=O N-carbobenzoxy-beta-propionamidohistidine methyl ester